ClC1=C(C(=O)N[C@H](C(=O)O)CC2=CC=C(C=C2)N2C(C3(C4=CC(=CC=C24)N(C)C)CC3)=O)C(=CC=C1)F (S)-2-(2-chloro-6-fluorobenzoylamino)-3-(4-(5'-(dimethylamino)-2'-oxospiro[cyclopropane-1,3'-indolin]-1'-yl)phenyl)propionic acid